(6-(2,3-dichloro-6-hydroxyphenyl)-6,7-dihydro-5H-pyrrolo[2,1-c][1,2,4]triazol-3-yl)-2-methylpropanenitrile ClC1=C(C(=CC=C1Cl)O)C1CC2=NN=C(N2C1)C(C#N)(C)C